4-(4-tert-butyloxycarbonylpiperazinyl)phenylboronic acid C(C)(C)(C)OC(=O)N1CCN(CC1)C1=CC=C(C=C1)B(O)O